4-(azepan-1-yl)-7-(3,4-dihydroisoquinolin-2(1H)-yl)-8-fluoro-2-((tetrahydro-1H-pyrrolizin-7a(5H)-yl)-methoxy)quinazoline N1(CCCCCC1)C1=NC(=NC2=C(C(=CC=C12)N1CC2=CC=CC=C2CC1)F)OCC12CCCN2CCC1